C12(CC3CC(CC(C1)C3)C2)C(C(=O)N)SC2=NC(NC=C2)=O (ADAMANTAN-1-YL)-2-((2-OXO-1,2-DIHYDROPYRIMIDIN-4-YL)THIO)ACETAMIDE